(3R)-3-[[(2S)-2-[9H-fluorene-9-ylmethoxycarbonyl-(methyl)amino]-3-methylbutanoyl]-methylamino]butanoic acid C1=CC=CC=2C3=CC=CC=C3C(C12)COC(=O)N([C@H](C(=O)N([C@@H](CC(=O)O)C)C)C(C)C)C